BrC=1C(=CC(=C(C1)NN=C1CCC2(CC2)CC1)I)F 1-(5-bromo-4-fluoro-2-iodophenyl)-2-(spiro[2.5]octan-6-ylidene)hydrazine